N-(6-cyanopyridin-3-yl)-N-((5-(5-(difluoromethyl)-1,3,4-oxadiazol-2-yl)thiazol-2-yl)methyl)cyclopropanesulfonamide C(#N)C1=CC=C(C=N1)N(S(=O)(=O)C1CC1)CC=1SC(=CN1)C=1OC(=NN1)C(F)F